CCCCCCCCC=CC=CCCCCC 9,11-heptadecadiene